BrC1=CC2=C(NS(C2)(=O)=O)C=C1F 5-bromo-6-fluoro-1,3-dihydrobenzo[C]isothiazol 2,2-dioxide